C(C)(=O)NC=1C=CC(=C(C(=O)NCC=2SC3=C(N2)C=CC=C3)C1)C 5-acetamido-N-(benzo[d]thiazol-2-ylmethyl)-2-methylbenzamide